FC1(CC12CC(C2)CS(=O)(=O)NC2=C(C=C(C=C2)C2=NC=1C=NC(=NC1N(C2=O)C(C)C)NC2CCC(CC2)N(C)C)F)F 1-(2,2-difluorospiro-[2.3]hexan-5-yl)-N-[4-[2-((4-(dimethylamino)-cyclohexyl)amino)-8-isopropyl-7-oxo-pteridin-6-yl]-2-fluoro-phenyl]methanesulfonamide